FC1(C2=NCN([C@H]3[C@H](O)[C@H](O)[C@@H](CO)O3)C2=NC=N1)O 6-fluoroinosine